2,4-dimethyl-5-ethyl-6,8-dioxabicyclo[3.2.1]octane CC1C2COC(C(C1)C)(O2)CC